COC1=C(C=C(C=C1)OC)NCC1=CC=CC=C1 (2,5-dimethoxyphenyl)benzylamine